6-(tert-butyl)-10-chloro-9-(3-methoxypropoxy)-3-(pyrimidin-2-ylamino)-6,7-dihydro-2H-pyrido[2,1-a]isoquinolin-2-one C(C)(C)(C)C1N2C(C3=CC(=C(C=C3C1)OCCCOC)Cl)=CC(C(=C2)NC2=NC=CC=N2)=O